2-Amino-4-(3-(3-(dimethylamino)piperidin-1-yl)-5-fluoro-7,9-dihydrofuro[3,4-f]quinazolin-6-yl)-7-fluorothieno[3,2-c]pyridine-3-carbonitrile NC1=C(C=2C(=NC=C(C2S1)F)C=1C2=C(C=3C=NC(=NC3C1F)N1CC(CCC1)N(C)C)COC2)C#N